ClC=1C=C(C(=O)N2CC=3C(=NN4C3C(N(C[C@H]4C(=O)NC)[C@H](C)C=4C=NC(=CC4)C(F)F)=O)C[C@H]2C)C=CC1Cl |o1:21| (3R,7S)-2-(3,4-Dichlorobenzoyl)-9-((R*)-1-(6-(difluoromethyl)pyridin-3-yl)ethyl)-N,3-dimethyl-10-oxo-1,2,3,4,7,8,9,10-octahydropyrido[4',3':3,4]pyrazolo[1,5-a]pyrazine-7-carboxamide